N4-(3-aminophenyl)-5-methyl-N2-(3-(pyrrolidin-1-ylsulfonyl)phenyl)pyrimidine-2,4-diamine NC=1C=C(C=CC1)NC1=NC(=NC=C1C)NC1=CC(=CC=C1)S(=O)(=O)N1CCCC1